4-(2',4'-dimethoxyphenyl-Fmoc-aminomethyl)-phenoxyacetamido-methyldiphenylmethylamine COC1=C(C=CC(=C1)OC)C(C1=CC=C(OCC(=O)NN(C(C2=CC=CC=C2)C2=CC=CC=C2)C)C=C1)(N)C(=O)OCC1C2=CC=CC=C2C2=CC=CC=C12